racemic-3-(dimethylamino)pyrrolidine CN([C@H]1CNCC1)C |r|